(R)-3-butyl-1,4-diphenyl-mono-phenyl-1,4,5,7-tetrahydro-6H-pyrazolo[3,4-b]pyridin-6-one C(CCC)C1=NN(C=2N(C(C[C@@H](C21)C2=CC=CC=C2)=O)C2=CC=CC=C2)C2=CC=CC=C2